S(C)(=O)(=O)OCCCCCCOS(C)(=O)=O 1,6-Hexanediol dimesylate